3,4-di(di-n-butylphosphino)-thiophene C(CCC)P(C1=CSC=C1P(CCCC)CCCC)CCCC